2-((R)-5-methyl-6-((1r,4R)-4-(piperazin-1-yl)cyclohexyl)-6,7,8,9-tetrahydro-5H-pyrido[3',4':4,5]pyrrolo[2,3-c]pyridazin-3-yl)phenol C[C@H]1N(CCC2=C1C1=C(N=NC(=C1)C1=C(C=CC=C1)O)N2)C2CCC(CC2)N2CCNCC2